CC1=C(C(=O)C2=C(C=CC=C2)P(=O)(C2=CC=CC=C2)Cl)C(=CC(=C1)C)C (2,4,6-trimethyl-benzoyl)phenyl-phenylphosphinyl chloride